(R)-ethyl 2-(2-((7-(2-(1-((tert-butoxycarbonyl)amino)-2,2,2-trifluoroethyl)pyridin-4-yl)benzofuran-5-yl)methoxy)phenyl)acetate C(C)(C)(C)OC(=O)N[C@@H](C(F)(F)F)C1=NC=CC(=C1)C1=CC(=CC=2C=COC21)COC2=C(C=CC=C2)CC(=O)OCC